(R)-6-(2-hydroxy-2-(3'-(trifluoromethoxy)-[1,1'-biphenyl]-3-yl)acetyl)-2-(1-phenylcyclopropyl)-3,5,6,7,8,9-hexahydro-4H-pyrimido[5,4-c]azepin-4-one O[C@@H](C(=O)N1CC2=C(CCC1)N=C(NC2=O)C2(CC2)C2=CC=CC=C2)C=2C=C(C=CC2)C2=CC(=CC=C2)OC(F)(F)F